3-(1H-imidazol-1-yl)propionamide N1(C=NC=C1)CCC(=O)N